N1(CCNCC1)C1=C(C=C(C=C1)OCOCC[Si](C)(C)C)N1CCOCC1 4-(2-(piperazine-1-yl)-5-((2-(trimethylsilyl)ethoxy)methoxy)phenyl)morpholine